N1CC(C1)COC1=NC=2N(C=C1)N(CC2C2CC2)CC2=CC=C(C=C2)C2=NC=CC=C2 5-(azetidin-3-ylmethoxy)-3-cyclopropyl-N-(4-(pyridin-2-yl)benzyl)pyrazolo[1,5-a]pyrimidin